5,6-dichloro-9-(1-(tetrahydro-2H-pyran-2-yl)-1H-pyrazol-4-yl)-2,3-dihydro-1H-pyrrolo[1,2-a]indol-1-one ClC1=C(C=CC=2C(=C3N(C12)CCC3=O)C=3C=NN(C3)C3OCCCC3)Cl